BrC1=C(OCCNC(OC(C)(C)C)=O)C=C(C=C1)C=O tert-butyl (2-(2-bromo-5-formylphenoxy)ethyl)carbamate